FC1=CC=C(C=C1)[C@@]1([C@H](NC(O1)=O)C=1C=NC=C(C1)C#CC=1C=NC=C(C1)F)C (4R,5R)-5-(4-fluorophenyl)-4-(5-((5-fluoro-3-pyridinyl)ethynyl)-3-pyridinyl)-5-methyl-1,3-oxazolidin-2-one